N,3-dimethyl-4-((1-methyl-1H-benzimidazol-5-yl)oxy)aniline CNC1=CC(=C(C=C1)OC1=CC2=C(N(C=N2)C)C=C1)C